C(C)(C)(C)N1C[C@H]([C@@H](C1)C1=CC=C(C=C1)Cl)C(=O)N1C[C@H](C[C@H]1C(=O)N1CCOCC1)N(C(C(C)C)=O)C1CCC(CC1)C N-((3s,5s)-1-((3s,4r)-1-(tert-butyl)-4-(4-chlorophenyl)pyrrolidine-3-carbonyl)-5-(morpholin-4-carbonyl)pyrrolidin-3-yl)-N-((1s,4r)-4-methylcyclohexyl)isobutyramide